2-tert-butoxycarbonyl-2-azabicyclo[2.2.1]heptane-4-carboxylic acid C(C)(C)(C)OC(=O)N1C2CCC(C1)(C2)C(=O)O